N-(5-Bromo-3-chloropyrazin-2-yl)-N-(methylsulfonyl)methanesulfonamide BrC=1N=C(C(=NC1)N(S(=O)(=O)C)S(=O)(=O)C)Cl